methyl 4-((N-(4,5,6,7-tetrahydrothiazolo[5,4-c]pyridin-2-yl)methylsulfonamido)methyl)benzoate hydrochloride Cl.N1=C(SC=2CNCCC21)N(S(=O)(=O)C)CC2=CC=C(C(=O)OC)C=C2